C(C)NC1=CC=C(C=C1)N N-ethylbenzene-1,4-diamine